(S)-5-methyl-2-(5-methylisoxazole-3-carboxamido)hexanoic acid CC(CC[C@@H](C(=O)O)NC(=O)C1=NOC(=C1)C)C